O([C@H]1[C@H](O)[C@@H](O)[C@H](O)[C@H](O1)CO)C=1C=C2C=CC=NC2=C(C1)O 8-Hydroxy-6-quinolinyl beta-D-glucopyranoside